(2-bromopyrrolo[2,3-b]pyrazin-5-yl)-triisopropyl-silane BrC=1N=C2C(=NC1)N(C=C2)[Si](C(C)C)(C(C)C)C(C)C